triethoxysilylmethylethylthiosulfonate C(C)O[Si](OCC)(OCC)COS(=S)(=O)CC